C(=O)(O)[C@H](CCC(=O)O)NC(=O)N[C@@H](CCCCN)C(=O)O N-[N-[(S)-1,3-dicarboxypropyl]carbamoyl]-(S)-lysine